CN([C@H](CCNC(=O)N1CC2=CC=C(C=C2C1)F)C1=CSC=C1)C (R)-N-(3-(dimethylamino)-3-(thiophen-3-yl)propyl)-5-fluoroisoindoline-2-carboxylic acid amide